C(C1=CC=CC=C1)OC1=C(C=CC(=C1)[N+](=O)[O-])O 2-(benzyloxy)-4-nitrophenol